2-Ethylhexyl-BrassylAldehyde C(C)C(CC(C=O)CCCCCCCCCCC=O)CCCC